C(CC\C=C\CCCC)=O (E)-4-nonen-1-al